2,6-dimethyl-9,10-bis(n-heptyloxycarbonyloxy)anthracene CC1=CC2=C(C3=CC=C(C=C3C(=C2C=C1)OC(=O)OCCCCCCC)C)OC(=O)OCCCCCCC